2-(2,6-dioxopiperidin-3-yl)-5-(3,9-diazaspiro[5.5]undec-3-yl)isoindole-1,3-dione O=C1NC(CCC1N1C(C2=CC=C(C=C2C1=O)N1CCC2(CC1)CCNCC2)=O)=O